C1(CCC1)N1CCN(CC1)C1=CC(=C(C(=O)O[Li])C=C1)OC lithio 4-(4-cyclobutylpiperazin-1-yl)-2-methoxybenzoate